BrC1=C2CC/C(/C2=CC=C1)=C\C1=CC(=C(C=C1)CO)OC (E)-(4-((4-bromo-2,3-dihydro-1H-inden-1-ylidene)methyl)-2-methoxyphenyl)methanol